[Pd].ClC1=C(C(=NC=C1)C)Cl dichloro(2-methylpyridine) palladium